ClC1=CC=C(COC=2C=C3C(=CC(=NC3=CC2)C(=O)N2CCC(CC2)(C#N)N2N=CC=C2)C(=O)N2CCCCC2)C=C1 1-(6-((4-chlorobenzyl)oxy)-4-(piperidine-1-carbonyl)quinoline-2-carbonyl)-4-(1H-pyrazol-1-yl)piperidine-4-carbonitrile